(S)-2-(4-bromophenylsulphonamido)-N-((1r,3R,5S,7S)-3,5-dimethyladamantan-1-yl)-3-(1H-indol-3-yl)propanamide BrC1=CC=C(C=C1)S(=O)(=O)N[C@H](C(=O)NC12C[C@]3(C[C@](CC(C1)C3)(C2)C)C)CC2=CNC3=CC=CC=C23